5-methyl-6-phenyl-3-(3-((o-tolyloxy)methyl)piperidin-1-yl)-5H-pyrrolo[2,3-b]pyrazine CN1C(=CC=2C1=NC(=CN2)N2CC(CCC2)COC2=C(C=CC=C2)C)C2=CC=CC=C2